N-methacryloyloxybutyl-N,N-dimethyl-ammonium C(C(=C)C)(=O)OCCCC[NH+](C)C